[Na].OC1=C(C=C(CNC(C2=C(C=C(C=C2)O)O)=O)C=C1)OC 2,4-dihydroxy-benzoic acid N-(4-hydroxy-3-methoxybenzyl)amide monosodium salt